NC1=CC=CC(=N1)S(=O)(=O)NC(=O)C=1C(=NC(=CC1)C1=CC(=CC(=C1)O)F)N1C(C[C@@H](C1)C)(C)C N-[(6-Amino-2-pyridyl)sulfonyl]-6-(3-fluoro-5-hydroxyphenyl)-2-[(4S)-2,2,4-trimethylpyrrolidin-1-yl]pyridin-3-carboxamid